FC(OC=1C(=CC2=CN(N=C2C1)C1CCN(CC1)C(=O)[O-])[N+](=O)[O-])F 4-(6-(Difluoromethoxy)-5-nitro-2H-indazol-2-yl)piperidine-1-carboxylate